tert-butyl (3-((4-bromo-2-fluoro-3-formylphenoxy)methyl)phenyl)carbamate BrC1=C(C(=C(OCC=2C=C(C=CC2)NC(OC(C)(C)C)=O)C=C1)F)C=O